F[C@@H]1C[C@@]2(CCCN2C1)COC=1N=C(C2=C(N1)CNCC2)N2C[C@H]1CC[C@@H](C2)N1C(=O)OC(C)(C)C Tert-butyl (1R,5S)-3-(2-(((2R,7aS)-2-fluorotetrahydro-1H-pyrrolizin-7a(5H)-yl)methoxy)-5,6,7,8-tetrahydropyrido[3,4-d]pyrimidin-4-yl)-3,8-diazabicyclo[3.2.1]octane-8-carboxylate